C(CC)N(C([S-])=S)CCC di-n-propyldithiocarbamat